CC(C)OC([C@@H](N[P@@](=O)(OC1=CC=CC=C1)CO[C@@H](CN1C2=NC=NC(=C2N=C1)N)C)C)=O prop-2-yl-N-[(S)-({[(2R)-1-(6-amino-9H-purin-9-yl) prop-2-yl]-oxy} methyl) (phenoxy) phosphoryl]-l-alaninate